(R)-5-((1,3-dimethylazetidin-3-yl)(methyl)amino)-2-methyl-N-(1-(2-(1-methyl-1H-pyrazol-4-yl)quinolin-4-yl)ethyl)benzamide CN1CC(C1)(C)N(C=1C=CC(=C(C(=O)N[C@H](C)C2=CC(=NC3=CC=CC=C23)C=2C=NN(C2)C)C1)C)C